4-(3-((S)-3-(2-Azaspiro[3.3]heptan-2-yl)pyrrolidin-1-yl)-5-fluoro-7,9-dihydrofuro[3,4-f]quinazolin-6-yl)-2-amino-7-fluorothieno[3,2-c]pyridine-3-carbonitrile C1N(CC12CCC2)[C@@H]2CN(CC2)C2=NC=1C(=C(C3=C(C1C=N2)COC3)C3=NC=C(C2=C3C(=C(S2)N)C#N)F)F